(±)-benzyl 5-oxo-3,3a,4,5-tetrahydrocyclopenta[c]pyrrole-2(1h)-carboxylate O=C1C[C@@H]2C(CN(C2)C(=O)OCC2=CC=CC=C2)=C1 |r|